(1R,3S)-3-(3-{[(5-meth-oxypyrazin-2-yl)acetyl]-amino}-1H-pyrazol-5-yl)-cyclopentyl 2,2-dimeth-ylazetidine-1-carboxylate CC1(N(CC1)C(=O)O[C@H]1C[C@H](CC1)C1=CC(=NN1)NC(CC1=NC=C(N=C1)OC)=O)C